(3-(benzyloxy)cyclobutyl)methanesulfonyl chloride C(C1=CC=CC=C1)OC1CC(C1)CS(=O)(=O)Cl